6-methoxy-2-(5-methylthiazol-2-yl)-N-(piperazin-1-ylmethyl)-7-(3-(pyrrolidin-1-yl)propoxy)quinazolin-4-amine COC=1C=C2C(=NC(=NC2=CC1OCCCN1CCCC1)C=1SC(=CN1)C)NCN1CCNCC1